C1(CC1)C(C=1C=C2C(=C(C(NC2=CN1)=O)C#N)N1CCC2(CC2)CC1)O 6-(cyclopropyl-(hydroxy)methyl)-2-oxo-4-(6-azaspiro[2.5]octane-6-yl)-1,2-dihydro-1,7-naphthyridin-3-carbonitrile